C(C)(C)(C)C1=CC(=NN1[C@@H]1COCC1)NC=1N(C=2C(=NC=C(C2)OC=2C=C3C(=NC2)NC(=C3)C3CC3)N1)C (S)-N-(5-(tert-butyl)-1-(tetrahydrofuran-3-yl)-1H-pyrazol-3-yl)-6-((2-cyclopropyl-1H-pyrrolo[2,3-b]pyridin-5-yl)oxy)-1-methyl-1H-imidazo[4,5-b]pyridin-2-amine